CC=1C(=C(C=2CC3=CC=CC=C3C2C1)C1=C(C=CC=C1)C1=CC=CC=C1)C (dimethylfluorenyl)(biphenyl)